14-(2,2-dimethyl-4-oxo-3,8,11-trioxa-5-azatridecan-13-yl)-2,2-dimethyl-4,15-dioxo-3,8,11,18,21,24-hexaoxa-5,14-diazaheptacosan-27-oic acid CC(C)(OC(NCCOCCOCCN(CCOCCOCCNC(OC(C)(C)C)=O)C(CCOCCOCCOCCC(=O)O)=O)=O)C